CN(C=CC)C dimethyl-(propenyl)amine